2-chloro-1-fluoro-5-methyl-12-(methylsulfinyl)-5a,6,7,8,9,10-hexahydro-5H-4-oxa-3,10a,11,13,14-pentaaza-6,9-methanonaphtho[1,8-ab]heptalene-14-carboxylate ClC=1C(=C2N=C(N=C3C2=C(OC(C2C4CCC(CN32)N4C(=O)[O-])C)N1)S(=O)C)F